2,4-diaminophenoxyethanol sulfate C1=CC(=C(C=C1N)N)OCCO.OS(=O)(=O)O